ClC1=C(C=2N=C(N=C(C2C=N1)N1C[C@@H](N(CC1)C(=O)OCC1=CC=CC=C1)CC#N)OC[C@H]1N(CCC1)C)C benzyl (2S)-4-[7-chloro-8-methyl-2-[[(2S)-1-methylpyrrolidin-2-yl] methoxy]pyrido[4,3-d]pyrimidin-4-yl]-2-(cyanomethyl)piperazine-1-carboxylate